1,8-dithiadicyclopenta[b,g]naphthalene S1C=CC2=CC=3C=C4C(=CC3C=C21)SC=C4